ClC1=C(C(=O)O)C=CC=C1C(F)(F)F 2-chloro-3-(trifluoromethyl)benzoic acid